tungstate [O-][W](=O)(=O)[O-]